5,7-dichloro-6-(2-chloroethoxy)-1-(1-toluenesulfonyl-1H-pyrazolo[3,4-b]pyridine-5-yl)-1,2,3,4-tetrahydroquinoline ClC1=C2CCCN(C2=CC(=C1OCCCl)Cl)C=1C=C2C(=NC1)N(N=C2)S(=O)(=O)CC2=CC=CC=C2